(4-{8-chloro-7-[(2-methyl-1H-1,3-benzodiazol-6-yl)oxy]quinoxalin-2-yl}-1H-pyrazol-1-yl)-1-(methylimino)-1λ6-thian-1-one ClC=1C(=CC=C2N=CC(=NC12)C=1C=NN(C1)C1S(CCCC1)(=O)=NC)OC=1C=CC2=C(NC(=N2)C)C1